2-(6-oxa-3-azabicyclo[3.1.1]heptan-3-yl)-N-((1r,3r)-3-(difluoromethyl)cyclobutyl)thieno[2,3-d]thiazole-5-carboxamide C12CN(CC(O1)C2)C=2SC1=C(N2)SC(=C1)C(=O)NC1CC(C1)C(F)F